COC1=C(C=CC=C1)C#CC1=C(C=CC=C1)OC di(2-methoxyphenyl)acetylene